1-benzyl-3-bromo-6-(pent-4-en-1-yl)pyridin-2(1H)-one C(C1=CC=CC=C1)N1C(C(=CC=C1CCCC=C)Br)=O